2-(((9H-fluoren-9-yl)methoxy)carbonyl)-N5-(2-sulfoethyl)-L-glutamine C1=CC=CC=2C3=CC=CC=C3C(C12)COC(=O)[C@](N)(CCC(NCCS(=O)(=O)O)=O)C(=O)O